(3aR,5s,6aS)-N-[6-(3,3-difluoropyrrolidin-1-yl)pyridazin-3-yl]-2-(tetrahydropyran-4-ylmethyl)-3,3a,4,5,6,6a-hexahydro-1H-cyclopenta[c]pyrrol-5-amine FC1(CN(CC1)C1=CC=C(N=N1)NC1C[C@@H]2[C@@H](CN(C2)CC2CCOCC2)C1)F